F[C@@H]1[C@H](C2=C(N(N=C2C(F)(F)F)CCCOC(F)(F)F)C1)O (4S,5S)-5-fluoro-1-[3-(trifluoromethoxy)propyl]-3-(trifluoromethyl)-5,6-dihydro-4H-cyclopenta[c]pyrazol-4-ol